C(C)(C)(C)OC(=O)N1C[C@@H](CC1)CC(=O)N1CC(C1)C1=CC(=C(C=C1)OC)Br (S)-3-(2-(3-(3-bromo-4-methoxyphenyl)azetidin-1-yl)-2-oxoethyl)pyrrolidine-1-carboxylic acid tert-butyl ester